C(C1=CC=CC=C1)OC(=O)C1=CC=C(C=C1)NC(CCSSCCC(NC1=CC=C(C=C1)C(=O)OCC1=CC=CC=C1)=O)=O [3-(4-benzyloxycarbonylphenylamino)-3-oxopropyl] disulfide